C1=CC=CC2=CC3=CC=CC=C3C(=C12)C1=CC=C(N1)C=O 5-(anthracene-9-yl)-1H-pyrrole-2-carbaldehyde